C(CCC)OC(CC=1NC2=C(N1)C=CC=C2)=O 2-benzimidazoleacetic acid n-butyl ester